Ethyl 1-[4-(pyridin-4-ylmethyl)phthalazin-1-yl]piperidine-4-carboxylate N1=CC=C(C=C1)CC1=NN=C(C2=CC=CC=C12)N1CCC(CC1)C(=O)OCC